sodium bis(trimethylsilyl)-amide C[Si](C)(C)[N-][Si](C)(C)C.[Na+]